N,N-dimethyl-selenourea CN(C(=[Se])N)C